8-(6-{[(1-methyl-5-oxo-3-pyrrolidinyl)methyl](3,4-difluorophenyl)carbonylamino}-3-pyridinyl)-1-(2-methoxyethyl)-3-propylxanthine CN1CC(CC1=O)CN(C1=CC=C(C=N1)C1=NC=2N(C(N(C(C2N1)=O)CCOC)=O)CCC)C(=O)C1=CC(=C(C=C1)F)F